CC(C)C1=C(C=CC=C1)CC(=O)N 2-[2-(propan-2-yl)phenyl]Acetamide